(S)-2-(4,4-difluoro-3-methylpiperidin-1-yl)-N-(2-sulfamoylpyridin-4-yl)-6-(trifluoromethyl)nicotinamide FC1([C@H](CN(CC1)C1=C(C(=O)NC2=CC(=NC=C2)S(N)(=O)=O)C=CC(=N1)C(F)(F)F)C)F